5,6-dihydroxy-eicosatrienoic acid OC(=CC=CC(=O)O)C(=CCCCCCCCCCCCCC)O